N12C[C@H](C(CC1)CC2)OC(N[C@@H]2C(CCC1=CC(=C(C=C21)F)C2=CC=C(C=C2)CCC)(C)C)=O (S)-quinuclidin-3-yl((R)-7-fluoro-2,2-dimethyl-6-(4-propylphenyl)-1,2,3,4-tetrahydronaphthalen-1-yl)carbamate